CC1=CC=CC(=N1)CNCC1=NC(=CC=C1)C bis[(6-methylpyridin-2-yl)methyl]amine